2-(1H-benzo[d]imidazol-2-yl)aniline N1C(=NC2=C1C=CC=C2)C2=C(N)C=CC=C2